ClC=1C(=NC(=NC1)N[C@H](CO)C)C=1N=C2N(CCN(C2=O)[C@@H](C(=O)N[C@H](CO)C2=CC(=CC(=C2)OC)F)C)C1 (R)-2-(2-(5-Chloro-2-(((S)-1-hydroxypropan-2-yl)amino)pyrimidin-4-yl)-8-oxo-5,6-dihydroimidazo[1,2-a]pyrazin-7(8H)-yl)-N-((S)-1-(3-fluoro-5-methoxyphenyl)-2-hydroxyethyl)propanamide